3-(di(dodecyl)amino)-N1,N1,4-tris(dodecyl)-1-piperazineethylamine C(CCCCCCCCCCC)N(C1CN(CCN1CCCCCCCCCCCC)CCN(CCCCCCCCCCCC)CCCCCCCCCCCC)CCCCCCCCCCCC